CN1N=CC(=C1)C1=CC2=C(O[C@@H](CN2)[C@@H](C2=CC=CC=C2)NCC[C@H]2CCC(NC2)=O)N=C1 |&1:24| (R and S)-5-(2-(((R)-((S)-7-(1-methyl-1H-pyrazol-4-yl)-2,3-dihydro-1H-pyrido[2,3-b][1,4]oxazin-3-yl)(phenyl)methyl)amino)ethyl)piperidin-2-one